ClC1=CC(=C(COC2=CC=CC(=N2)C2CCN(CC2)[C@@H](C)C2=NC3=C(N2C[C@H]2OCC2)C=CC=C3)C=C1)F 2-((S)-1-(4-(6-((4-chloro-2-fluorobenzyl)oxy)pyridin-2-yl)piperidin-1-yl)ethyl)-1-(((S)-oxetan-2-yl)methyl)-1H-benzo[d]imidazol